4-((S)-2-((S)-2-amino-3-methylbutanamido)propanamido)-benzyl tert-butyl ethane-1,2-diyldicarbamate C(CNC(OC(C)(C)C)=O)NC(OCC1=CC=C(C=C1)NC([C@H](C)NC([C@H](C(C)C)N)=O)=O)=O